[Pd](Cl)Cl palladium(ii) chloride